5-bromo-2-nitrophenol BrC=1C=CC(=C(C1)O)[N+](=O)[O-]